(S)-N-((S)-1-(5-(((S)-1,1-dimethyl-2,3-dihydro-1H-inden-2-yl)amino)pyridin-2-yl)-2,2,2-trifluoroethyl)-N,4-dimethylmorpholine-2-carboxamide CC1([C@H](CC2=CC=CC=C12)NC=1C=CC(=NC1)[C@@H](C(F)(F)F)N(C(=O)[C@@H]1CN(CCO1)C)C)C